tert-butyl 4-(2-chloropyrrolo[2,1-f][1,2,4]triazin-7-yl)-1H-pyrazole-1-carboxylate ClC1=NN2C(C=N1)=CC=C2C=2C=NN(C2)C(=O)OC(C)(C)C